C(C)(C)OC1=CC(=NC=C1N1CCNCC1)NC1=NC=2C3=C(C=CC2C=N1)N=CN3C N-(4-isopropoxy-5-(piperazin-1-yl)pyridin-2-yl)-1-methyl-1H-imidazo[4,5-h]quinazolin-8-amine